O=C1C(=C(C=NN1COCC[Si](C)(C)C)N[C@H](CONC(CC1CCN(CC1)C1=NC=C(C=N1)C(F)(F)F)=O)C)C(F)(F)F (S)-N-(2-((6-oxo-5-(triFluoromethyl)-1-((2-(trimethylsilyl)ethoxy)methyl)-1,6-dihydropyridazin-4-yl)amino)propoxy)-2-(1-(5-(trifluoromethyl)pyrimidin-2-yl)piperidin-4-yl)acetamide